N2-(6-(dimethylamino)pyridin-3-yl)pyridine-2,3-diamine CN(C1=CC=C(C=N1)NC1=NC=CC=C1N)C